C(C(C)C)[C@@H]1N[C@@H](CC2=C1NC1=CC(=CC=C21)OC)C(=O)OC methyl (1S,3S)-1-isobutyl-7-methoxy-2,3,4,9-tetrahydro-1H-pyrido[3,4-b]indole-3-carboxylate